ClCC1=NOC(=C1)C1=CC=C(C=C1)I 3-(chloromethyl)-5-(4-iodophenyl)isoxazole